N-benzyl-3-chloro-4-(6-cyano-5-fluoropyridin-2-yl)benzenesulfonamide C(C1=CC=CC=C1)NS(=O)(=O)C1=CC(=C(C=C1)C1=NC(=C(C=C1)F)C#N)Cl